C1(CCCC1)CCNC(C1=NC(=CC=C1)NC1=CC=C(C=C1)\C=C\C1=NC=CC=C1)=O (E)-N-(2-cyclopentylethyl)-6-((4-(2-(pyridin-2-yl)vinyl)phenyl)amino)picolinamide